C(C1=CC=C(NCC2CNC=3N=C(N)NC(=O)C3C2)C=C1)(=O)C(C(=O)O)(CCP(=O)=O)N (5-deaza-5,6,7,8-tetrahydropteroyl)-DL-2-amino-4-phosphobutyric acid